FC(C1=NN=C(O1)C=1C=NC(=NC1)NC=1C=C(C2=C(N(C=N2)CCO)C1)C1=C(C=C(C=C1)F)F)F 2-(6-((5-(5-(difluoromethyl)-1,3,4-oxadiazol-2-yl)pyrimidin-2-yl)amino)-4-(2,4-difluorophenyl)-1H-benzo[d]imidazol-1-yl)ethan-1-ol